2-iodo-N-[(3S,4R)-3-methoxytetrahydropyran-4-yl]-1-(2,2,2-trifluoroethyl)indol-4-amine IC=1N(C=2C=CC=C(C2C1)N[C@H]1[C@@H](COCC1)OC)CC(F)(F)F